tert-butyl (S)-3-((5-bromobenzo[d]oxazol-2-yl)amino)pyrrolidine-1-carboxylate BrC=1C=CC2=C(N=C(O2)N[C@@H]2CN(CC2)C(=O)OC(C)(C)C)C1